isopropyl-2,6-dimethylphenol C(C)(C)C=1C(=C(C(=CC1)C)O)C